1,14-diamino-4,11-diazatetradecane NCCCNCCCCCCNCCCN